FC=1C=C(CN2C(N(C(C23CCN(CC3)C(=O)OC(C)(C)C)=O)C3=NC=CC(=C3)C(F)(F)F)=O)C=CC1F tert-butyl 1-(3,4-difluorobenzyl)-2,4-dioxo-3-(4-(trifluoromethyl)pyridin-2-yl)-1,3,8-triazaspiro[4.5]decane-8-carboxylate